heneicosanal C(CCCCCCCCCCCCCCCCCCCC)=O